FC(S(=O)(=O)OC=1CCNCC1)(F)F 1,2,3,6-Tetrahydropyridin-4-yl trifluoromethanesulfonate